N-(5-(2-((S)-1-cyclopropylethyl)-7-(isopropylsulfinyl)-1-oxoisoindolin-5-yl)-4-methylthiazol-2-yl)acetamide C1(CC1)[C@H](C)N1C(C2=C(C=C(C=C2C1)C1=C(N=C(S1)NC(C)=O)C)S(=O)C(C)C)=O